N(=[N+]=[N-])CCOCCOCCOCCOCCOCCNC(C(C)(C)SC(=S)SCCCCCCCCCCCC)=O N-(17-Azido-3,6,9,12,15-pentaoxaheptadecan-1-yl)-2-(dodecylthiocarbonothioylthio)-2-methylpropanamide